ClC(C1=NC(=NO1)C1=CC=C(C=C1)C(COCC1=NN(C=N1)C)=O)(F)F 1-(4-(5-(chlorodifluoromethyl)-1,2,4-oxadiazol-3-yl)phenyl)-2-((1-methyl-1H-1,2,4-triazol-3-yl)methoxy)ethan-1-one